2-aminoethyl-sodium sulfamate S(N)(O)(=O)=O.NCC[Na]